tert-butyl (1R,5R,6R)-3-(2,4-dimethoxybenzyl)-6-hydroxy-3,8-diazabicyclo[3.2.1]octane-8-carboxylate COC1=C(CN2C[C@H]3C[C@H]([C@@H](C2)N3C(=O)OC(C)(C)C)O)C=CC(=C1)OC